O=C1NC2(CN1)CN(CCC2)C2=NC(=CC=C2)F (2-oxo-1,3,7-triazaspiro[4.5]decan-7-yl)-6-fluoropyridine